[4-(3-isopropoxypyridin-2-yl)phenyl]methanol C(C)(C)OC=1C(=NC=CC1)C1=CC=C(C=C1)CO